C1(CCCC1)CCNS(=O)(=O)C=1C=CC2=C(C(=C(O2)C(=O)O)C)C1 5-(N-(2-cyclopentylethyl)sulfamoyl)-3-methylbenzofuran-2-carboxylic acid